2-(5-bromo-4-methyl-2-thienyl)-2-methyl-1,3-dioxolane BrC1=C(C=C(S1)C1(OCCO1)C)C